1-bromo-3,6-dimethylimidazo[1,5-a]pyrazin-8-amine BrC=1N=C(N2C1C(=NC(=C2)C)N)C